BrC1=CC=C2C(=C1)N(C(C21CCNCC1)=O)C 6-bromo-1-methyl-spiro[indoline-3,4'-piperidin]-2-one